C(CCC(C(=O)[O-])CC(C)=O)C(C(=O)[O-])CC(C)=O propane-1,3-diylbis(4-oxopentanoate)